6-((2-methoxy-4-(4-(4-methylpiperazin-1-yl)piperidin-1-yl)phenyl)amino)-4,9-dimethyl-2-phenyl-4,9-dihydro-10H-pyrimido[5,4-b]thiazolo[5,4-e][1,4]diazepin-10-one COC1=C(C=CC(=C1)N1CCC(CC1)N1CCN(CC1)C)NC=1N=CC=2N(C(C3=C(N(C2N1)C)SC(=N3)C3=CC=CC=C3)=O)C